NC=1C=2N(C=CN1)C(=NC2C2=CC=C(C=C2)C(NC2=NC=CC(=C2)C(F)(F)F)=O)[C@@H]2C[C@@H](CC2)C(=O)N2[C@H](CCC2)C(=O)O 1-({(1R,3S)-3-[8-amino-1-(4-{[4-(trifluoromethyl)pyridin-2-yl]carbamoyl}phenyl)imidazo[1,5-a]pyrazin-3-yl]cyclopentyl}carbonyl)-D-proline